OCCCNCC(CCCC)NC(OCC1=CC=CC=C1)=O benzyl (1-((3-hydroxypropyl)amino)hex-2-yl)carbamate